iron-chromium sulfide [S-2].[Cr+3].[Fe+2]